C(C)(C)(C)OC(=O)N1[C@@H](C[C@H](C1)OS(=O)(=O)C)C(=O)OCC1=CC=CC=C1 (2s,4r)-4-((methylsulfonyl)oxy)pyrrolidine-1,2-dicarboxylic acid 2-benzyl 1-(tert-butyl) ester